(1R,2S,3R,5R)-3-(6-Benzamido-9H-purin-9-yl)-2-fluoro-5-(hydroxymethyl)cyclopentyl hydrogen phosphonate, triethylammonium salt C(C)[NH+](CC)CC.P(O[C@H]1[C@H]([C@@H](C[C@@H]1CO)N1C2=NC=NC(=C2N=C1)NC(C1=CC=CC=C1)=O)F)(O)=O